2-(3,4-dichlorophenyl)-1-{4-[3-(trifluoromethyl)-[1,2,4]triazolo[4,3-b]pyridazin-6-yl]piperazin-1-yl}ethan-1-one ClC=1C=C(C=CC1Cl)CC(=O)N1CCN(CC1)C=1C=CC=2N(N1)C(=NN2)C(F)(F)F